9-((4,5-dihydro-1H-imidazol-2-yl)methoxy)-6-isopropyl-5-methyl-6H-pyrido[4,3-b]carbazole N1C(=NCC1)COC1=CC=2C=3C=C4C(=C(C3N(C2C=C1)C(C)C)C)C=CN=C4